N1(C=NC=C1)C1=CC=C(C(=N1)OC)NC(=O)C1=C(N=NN1C1=CC=CC=C1)C (6-(1H-imidazol-1-yl)-2-methoxypyridin-3-yl)-4-methyl-1-phenyl-1H-1,2,3-triazole-5-carboxamide